(R)-2-((3-Aminotetrahydrofuran-3-yl)methoxy)-4-(5-methoxyimidazo[1,2-a]pyridin-3-yl)-6-(methylthio)benzonitrile N[C@]1(COCC1)COC1=C(C#N)C(=CC(=C1)C1=CN=C2N1C(=CC=C2)OC)SC